(Z)-1-acetyl-2-((5-(morpholine-4-carbonyl)benzo[d]thiazol-2-yl)-methylene)-indolin-3-one C(C)(=O)N1\C(\C(C2=CC=CC=C12)=O)=C/C=1SC2=C(N1)C=C(C=C2)C(=O)N2CCOCC2